COC1=NC=CC(=C1)C1=NNC2=CC=C(C=C12)N 3-(2-methoxypyridin-4-yl)-1H-indazol-5-amine